O1C(=CC=C1)C(=O)C=1C=C(C=CC1)C(C(=O)NC=1SC=C(N1)C(F)(F)F)=C 2-[3-(furan-2-carbonyl)phenyl]-N-[4-(trifluoromethyl)-1,3-thiazol-2-yl]propenamide